NC=1C(=NC(=CC1)C(F)(F)F)C(=O)NC1=CC(=CC=C1)[C@H](C)SC1=NN=CN1C (S)-3-Amino-N-(3-(1-((4-methyl-4H-1,2,4-triazol-3-yl)thio)ethyl)phenyl)-6-(trifluoromethyl)picolinamide